NCCNC1=CC(=C(C(=C1)F)N1C(N(C=2N=CC(=CC2C=2C=CC(=CC12)Cl)Cl)CC)=O)F 10-{4-[(2-aminoethyl)amino]-2,6-difluorophenyl}-4,13-dichloro-8-ethyl-6,8,10-triazatricyclo[9.4.0.02,7]pentadeca-1(11),2(7),3,5,12,14-hexaen-9-one